(2S,3S)-2-[[8-(benzylamino)-3-isopropyl-[1,2,4]triazolo[4,3-b]pyridazin-6-yl]amino]butane-1,3-diol C(C1=CC=CC=C1)NC=1C=2N(N=C(C1)N[C@@H](CO)[C@H](C)O)C(=NN2)C(C)C